Diphenyl-oxazole methyl-(S)-2-((6-((4-acetyl-3-fluorobenzyl)oxy)-3',6'-dihydro-[2,4'-bipyridin]-1'(2'H)-yl)methyl)-1-(oxetan-2-ylmethyl)-1H-benzo[d]imidazole-6-carboxylate COC(=O)C=1C=CC2=C(N(C(=N2)CN2CCC(=CC2)C2=NC(=CC=C2)OCC2=CC(=C(C=C2)C(C)=O)F)C[C@H]2OCC2)C1.C1(=CC=CC=C1)C=1N=C(OC1)C1=CC=CC=C1